[Cl-].CO[Si](CCC[N+](CCCCCCCCCC)(C)C)(OC)OC 3-(trimethoxysilyl)propyl-dimethyl-decyl-ammonium chloride